C(C)(C)(C)OC(=O)N1CC2(C1)CN(C2)C=2SC1=C(N2)C(=C(N1)C=1C(=C(C=2N(C1)N=CN2)C)C)C(C)C 6-(5-(7,8-dimethyl-[1,2,4]triazolo[1,5-a]pyridin-6-yl)-6-isopropyl-4H-pyrrolo[3,2-d]thiazol-2-yl)-2,6-diazaspiro[3.3]heptane-2-carboxylic acid tert-butyl ester